CN1CC(CCC1=O)C(=O)O 1-methyl-6-oxopiperidine-3-carboxylic acid